FC=1C=C(C=C2C=CC(=NC12)N1CCC(CC1)O)C=O 8-fluoro-2-(4-hydroxypiperidin-1-yl)quinoline-6-carbaldehyde